C(C1=CC=CC=C1)(=O)C1=CC=C(C=C1)OP(=O)(OC1=CC=C(C=C1)C(C1=CC=CC=C1)=O)[O-].[Na+] sodium bis(4-benzoylphenyl)phosphate